5-chloro-4-[1-(1H-pyrazole-4-carbonyl)-4-piperidinyl]-2-(4-pyridinyl)-1H-pyrimidin-6-one ClC1=C(N=C(NC1=O)C1=CC=NC=C1)C1CCN(CC1)C(=O)C=1C=NNC1